1-((2S,5S)-9-Bromo-2,3-dihydro-2,5-methanopyrido[3,4-f][1,4]oxazepin-4(5H)-yl)-3,3-difluoro-2,2-dimethylpropan-1-one BrC1=CN=CC=2[C@H]3N(C[C@@H](OC21)C3)C(C(C(F)F)(C)C)=O